Lead water O.[Pb]